1-[(3S)-4-(3-chloro-5-fluoro-phenyl)-3-methyl-piperazin-1-yl]-4-(2-pyridyl)butane-1,4-dione ClC=1C=C(C=C(C1)F)N1[C@H](CN(CC1)C(CCC(=O)C1=NC=CC=C1)=O)C